dimethoxydodecenyl decoxymethyl ether C(CCCCCCCCC)OCOC=CCCCCCCCCCC(OC)OC